C(C)(C)(C)OC(=O)NC(C[C@@H]1C(N(CC1)C(=O)OC(C)(C)C)=O)(C)C tert-butyl (R)-3-(2-((tert-butoxy-carbonyl)amino)-2-methylpropyl)-2-oxopyrrolidine-1-carboxylate